C1(=CC=CC=C1)C(C1=CC=CC=C1)=N\C(\C(=O)[O-])=C(/CC(=O)OCC)\C 5-ethyl (Z)-2-((diphenylmethylene)amino)-3-methylpent-2-enedioate